1-[4-[4-[4-[1-(difluoromethyl)benzimidazol-5-yl]oxy-2-fluoro-3-methyl-anilino]quinazolin-6-yl]piperazin-1-yl]prop-2-en-1-one FC(N1C=NC2=C1C=CC(=C2)OC2=C(C(=C(NC1=NC=NC3=CC=C(C=C13)N1CCN(CC1)C(C=C)=O)C=C2)F)C)F